O=C1NC(CCC1N1C(C2=CC=C(C=C2C1=O)N1CC2(C1)CN(C2)CCCCOC2=CC=C(C=C2)\C(=C(\CC)/C2=CC=CC=C2)\C2=CC=C(C=C2)O)=O)=O (Z)-2-(2,6-dioxopiperidin-3-yl)-5-(6-(4-(4-(1-(4-hydroxyphenyl)-2-phenylbut-1-en-1-yl)phenoxy)butyl)-2,6-diazaspiro[3.3]hept-2-yl)isoindoline-1,3-dione